(3R,6S)-N,N-diethyl-6-(hydroxymethyl)-1-methyl-5-(3-methyl-1H-indol-7-yl)-1,2,3,6-tetrahydropyridine-3-carboxamide C(C)N(C(=O)[C@H]1CN([C@@H](C(=C1)C=1C=CC=C2C(=CNC12)C)CO)C)CC